1-(2-((S)-6,6-dimethyltetrahydro-2H-pyran-3-yl)-5-methylphenoxy)-N-((6-((S)-3-hydroxypyrrolidin-1-yl)pyridin-2-yl)sulfonyl)cyclopropane-1-carboxamide CC1(CC[C@H](CO1)C1=C(OC2(CC2)C(=O)NS(=O)(=O)C2=NC(=CC=C2)N2C[C@H](CC2)O)C=C(C=C1)C)C